C(C)NCC1CN2C(OC1)=C(C(=N2)C2=C(C=CC=C2)F)C(=O)N[C@@H]2C(NC1=C(C(=N2)C2=CC=CC=C2)C=CC=C1F)=O 6-(ethylaminomethyl)-N-[(3S)-9-fluoro-2-oxo-5-phenyl-1,3-dihydro-1,4-benzodiazepine-3-yl]-2-(2-fluorophenyl)-6,7-dihydro-5H-pyrazolo[5,1-b][1,3]Oxazine-3-carboxamide